2-(pyridin-2-yl)-1H,2H,6H-pyrrolo[3,4-d]pyridazin-1-one N1=C(C=CC=C1)N1N=CC=2C(C1=O)=CNC2